[5-(chloromethyl)-1,3-benzoxazol-2-yl](5,7-difluoro-1,3-benzoxazol-2-yl)amine ClCC=1C=CC2=C(N=C(O2)NC=2OC3=C(N2)C=C(C=C3F)F)C1